C1(CCCCC(=O)OCCCCCCO1)=O Hexylene adipate